4-(3-bromophenoxy)piperidine-1-carboxylic acid tert-butyl ester C(C)(C)(C)OC(=O)N1CCC(CC1)OC1=CC(=CC=C1)Br